N-(4-((2S,5R)-4-acryloyl-2,5-dimethylpiperazin-1-yl)-6-chloro-7-(1,6-dimethyl-1H-indazol-7-yl)-8-fluoroquinazolin-2-yl)acetamide C(C=C)(=O)N1C[C@@H](N(C[C@H]1C)C1=NC(=NC2=C(C(=C(C=C12)Cl)C=1C(=CC=C2C=NN(C12)C)C)F)NC(C)=O)C